2,2-bis((allyloxy)methyl)butan-1-ol C(C=C)OCC(CO)(CC)COCC=C